CC=1C(=NNC1C)C#N 4,5-dimethyl-1H-pyrazole-3-carbonitrile